OC1CC(CCC1O)CCNC(C=C)=O N-(2-(3,4-dihydroxycyclohexyl)ethyl)acrylamide